ClC=1C=C(C=C(C1)F)NC1=NC=CC2=CC(=C(C=C12)C(C(=O)N)CCN1CCCCC1)OC (1-((3-chloro-5-fluorophenyl)amino)-6-methoxyisoquinolin-7-yl)-4-(piperidin-1-yl)butanamide